2'-(2-ethoxypyridin-3-yl)-1-(3-methoxy-2-(trifluoromethyl)phenyl)-7',8'-dihydro-6'H-spiro[piperidine-4,5'-[1,7]naphthyridine] C(C)OC1=NC=CC=C1C1=NC=2CNCC3(C2C=C1)CCN(CC3)C3=C(C(=CC=C3)OC)C(F)(F)F